[2-fluoro-4-methyl-5-(4,4,5,5-tetramethyl-1,3,2-dioxaborolan-2-yl)phenyl]-3-(trifluoromethyl)-2,5-dihydropyrrole-1-carboxamide FC1=C(C=C(C(=C1)C)B1OC(C(O1)(C)C)(C)C)C1N(CC=C1C(F)(F)F)C(=O)N